[N+](#[C-])CCCCCCCC\C=C/CCCCCCCC (Z)-1-isocyano-octadeca-9-ene